N-methylβ-alanine CNCCC(=O)O